ClC1=CC=C(NC2=C(C(=NC(=N2)N2[C@@H](CCC2)CO)N2CCC(CC2)(C(=O)N)OCC)[N+](=O)[O-])C=C1 1-[6-(4-chloroanilino)-2-[(2S)-2-(hydroxymethyl)pyrrolidin-1-yl]-5-nitro-pyrimidin-4-yl]-4-ethoxy-piperidine-4-carboxamide